2-(2-(2-aminopyrimidin-5-yl)-9-(2-hydroxyethyl)-6-morpholino-9H-purin-8-yl)propan NC1=NC=C(C=N1)C1=NC(=C2N=C(N(C2=N1)CCO)C(C)C)N1CCOCC1